4-(4-methoxy-3-methylphenyl)-8-methylchroman-7-ol COC1=C(C=C(C=C1)C1CCOC2=C(C(=CC=C12)O)C)C